C(C)OC(C(C(C(F)(F)F)(F)F)(F)F)(F)F 1-ethoxyperfluorobutane